O=S1(CCN(CC1)C(=O)C1=C(C=C(C=C1)[N+](=O)[O-])N1C2COC(C1)C2)=O (1,1-dioxo-1,4-thiazinan-4-yl)-[4-nitro-2-(2-oxa-5-azabicyclo[2.2.1]heptan-5-yl)phenyl]methanone